NC1=C(C2=C(S1)C(=CC=C2C2=C(C=C1C(=NC(=NC1=C2F)OC[C@]21CCCN1C[C@@H](C2)F)N2CCC(CC2)C(=O)OC2=C(C=CC=C2)C)Cl)F)C#N o-tolyl 1-(7-(2-amino-3-cyano-7-fluorobenzo[b]thiophen-4-yl)-6-chloro-8-fluoro-2-(((2R,7aS)-2-fluorotetrahydro-1H-pyrrolizin-7a(5H)-yl)methoxy)quinazolin-4-yl)piperidine-4-carboxylate